1,1'-(azodicarbonyl)Dipiperidine tin-cobalt-copper [Cu].[Co].[Sn].N(=NC(=O)N1CCCCC1)C(=O)N1CCCCC1